CC=1N=C2N(N=C(C=C2C)C=2N=C3N(C(C2)=O)C=C(S3)N3CC(NCC3)(C)C)C1 7-(2,8-Dimethylimidazo[1,2-b]pyridazin-6-yl)-2-(3,3-dimethylpiperazin-1-yl)thiazolo[3,2-a]pyrimidin-5-on